C(C)C1C(OCCCC1)=O 3-ethyloxepan-2-one